N-cyclohexyl-2-(4-methylphenoxy)-N-thiazol-2-yl-acetamide C1(CCCCC1)N(C(COC1=CC=C(C=C1)C)=O)C=1SC=CN1